5-(2-chlorobenzyl)-3-ethyl-4-oxo-4,5,6,7-tetrahydropyrazolo[1,5-a]pyrazine-2-carboxylic acid (5-difluoromethyl[1,3,4]thiadiazol-2-yl)amide FC(C1=NN=C(S1)NC(=O)C1=NN2C(C(N(CC2)CC2=C(C=CC=C2)Cl)=O)=C1CC)F